BrC1=NSC(=N1)C(=C)OCC 3-bromo-5-(1-ethoxyvinyl)-1,2,4-thiadiazole